4-({[2-(1H-1,3-Benzodiazol-2-yl)ethyl]amino}methyl)-N-[(3-fluoropyridin-2-yl)methyl]-1,3-thiazole-2-carboxamide N1C(=NC2=C1C=CC=C2)CCNCC=2N=C(SC2)C(=O)NCC2=NC=CC=C2F